COC(=O)C=1OC2=C(C1C(C)C)C=CC=C2C2=CC(=CC(=C2)Cl)Cl 7-(3,5-dichlorophenyl)-3-isopropyl-1-benzofuran-2-carboxylic acid methyl ester